C1(CC1)C1=CC(=C(C=C1)NC1=CC(=NC=C1C(=O)NOCC)NC=1SC=CN1)N(S(=O)(=O)C)C 4-((4-Cyclopropyl-2-(N-methylmethylsulfonamido)phenyl)amino)-N-ethoxy-6-(thiazol-2-ylamino)nicotinamide